COC=1C=C2C(=CC=NC2=CC1)SC=1C=2N(C=NC1)C=CN2 8-((6-methoxyquinolin-4-yl)thio)imidazo[1,2-c]pyrimidin